[K+].CC1=NC2=CC=C(C=C2C1(CCCS(=O)(=O)[O-])C)S(=O)(=O)[O-].[K+] 2,3-dimethyl-3-(3-sulfopropyl)-3H-indole-5-sulfonic acid Potassium salt